N-[8-amino-6-(5-fluoro-4-methyl-3-pyridyl)-3-isoquinolyl]-2-fluoro-cyclopropane-1-carboxamide NC=1C=C(C=C2C=C(N=CC12)NC(=O)C1C(C1)F)C=1C=NC=C(C1C)F